N,N-dimethylbehenylamine CN(C)CCCCCCCCCCCCCCCCCCCCCC